C(#N)C1=NC2=CC(=CC(=C2N=C1NC(C(F)(F)F)C1CC1)[C@@H](C)NC1=C(C(=O)O)C=CC=C1)C 2-(((1R)-1-(2-cyano-3-((1-cycloprop-yl-2,2,2-trifluoroethyl)amino)-7-methylquinoxalin-5-yl)ethyl)amino)-benzoic acid